Cl.N[C@@H](C(=O)O)C (R)-aminopropionic acid hydrochloride